S(C1=CC(=C(C=C1C)O)C(C)(C)C)C1=CC(=C(C=C1C)O)C(C)(C)C 4,4'-thiobis(5-methyl-2-tert-butylphenol)